6-bromo-3,4-dihydroquinoline BrC=1C=C2CCC=NC2=CC1